camphor-10-sulfonate C12(C(=O)CC(CC1)C2(C)C)CS(=O)(=O)[O-]